3-hydroxynaphthalene-2,7-disulfonic acid OC=1C(=CC2=CC(=CC=C2C1)S(=O)(=O)O)S(=O)(=O)O